Tetramethyl-hydroxypiperidinol CC1C(C(N(CC1)O)(O)C)(C)C